4-bromopyridine-2-carbaldehyde BrC1=CC(=NC=C1)C=O